Cl.NC/C(/CS(=O)(=O)C=1C=C(CN2C(CCCCC2)=O)C=CC1)=C\F (E)-1-(3-((2-(aminomethyl)-3-fluoroallyl)sulfonyl)benzyl)azepan-2-one hydrochloride